3-(3-methyl-2-oxo-5-(pyrrolidin-3-yl)-2,3-dihydro-1H-benzo[d]imidazol-1-yl)piperidine-2,6-dione CN1C(N(C2=C1C=C(C=C2)C2CNCC2)C2C(NC(CC2)=O)=O)=O